S(O)(O)(=O)=O.NC(=O)N urea sulfuric acid salt